N-((2-fluorophenyl)(methyl)(oxo)-λ6-sulfaneylidene)-5-(5-(trifluoromethyl)-1,2,4-oxadiazol-3-yl)pyrimidine-2-carboxamide FC1=C(C=CC=C1)S(=NC(=O)C1=NC=C(C=N1)C1=NOC(=N1)C(F)(F)F)(=O)C